C(C)(=O)N1[C@@H](C[C@@H](CC1)N1N=CC(=C1C(=O)NC1=NC=C(C=C1C)C#CC1=CC=CC=C1)Cl)C 1-[(2R,4R)-1-acetyl-2-methylpiperidin-4-yl]-4-chloro-N-[3-methyl-5-(phenylethynyl)pyridin-2-yl]-1H-pyrazole-5-carboxamide